N-[1-[1-[2-[1-(2-methyl-3-pyridyl)-4-piperidyl]ethyl]-4,5,6,7-tetrahydroindazole-3-carbonyl]-4-piperidyl]acetamide CC1=NC=CC=C1N1CCC(CC1)CCN1N=C(C=2CCCCC12)C(=O)N1CCC(CC1)NC(C)=O